(7-cyclopropyl-6-methyl-1-(prop-2-yn-1-yl)-1H-indazol-3-yl)-4-fluorobenzamide C1(CC1)C=1C(=CC=C2C(=NN(C12)CC#C)C1=C(C(=O)N)C=CC(=C1)F)C